CC(CC(C(COC)C(C)C)OC)C 2-methyl-propyl-2-isopropyl-1,3-dimethoxypropane